disodium 2-fluoroterephthalate FC1=C(C(=O)[O-])C=CC(=C1)C(=O)[O-].[Na+].[Na+]